CC1=C(C(=O)NC2=CC=C(C3=CC=CC=C23)S(NC2CCN(C3=CC=CC=C23)C)(=O)=O)C=CC=C1 2-methyl-N-(4-(N-(1-methyl-1,2,3,4-tetrahydroquinolin-4-yl)sulfamoyl)naphthalen-1-yl)benzamide